2-methylamino-3-(1H-indole-3-yl)propionic acid CNC(C(=O)O)CC1=CNC2=CC=CC=C12